(S)-N-(4-(2-fluoroacetimidamido)-1-(5-phenyloxazol-2-yl)butyl)-4'-methoxy-[1,1'-biphenyl]-3-carboxamide FCC(NCCC[C@@H](C=1OC(=CN1)C1=CC=CC=C1)NC(=O)C=1C=C(C=CC1)C1=CC=C(C=C1)OC)=N